ClC=1C(=NC=C(N1)N1CC(CCC1)N1C(N(CC1)C1CCCC1)=O)C#N 3-chloro-5-(3-(3-cyclopentyl-2-oxo-imidazolin-1-yl)piperidin-1-yl)pyrazine-2-carbonitrile